Cl.FC=1C=CC(=NC1OCCOC)C(C)OC1=CC(=CC=2N1C(=CN2)C#N)C=2N=NN(C2C)C2CCNCC2 5-[1-[5-Fluoro-6-(2-methoxyethoxy)-2-pyridyl]ethoxy]-7-[5-methyl-1-(4-piperidyl)triazol-4-yl]imidazo[1,2-a]pyridine-3-carbonitrile HCl